OC=1C(=C(C=NC1C)COC1=C(OP(=O)=NCC(=O)OC(C)C)C=CC=C1)CO Isopropyl 2-(((5-hydroxy-4-(hydroxymethyl)-6-methylpyridin-3-yl)methoxy)(phenoxy)phosphorylamino)acetate